methyl (Z)-2-(5-cycloheptyl-2-methyl-phenoxy)-3-methoxy-prop-2-enoate C1(CCCCCC1)C=1C=CC(=C(O\C(\C(=O)OC)=C/OC)C1)C